tert-butyl ((1S,3R)-3-((2'-(benzyloxy)-3',6-difluoro-[1,1'-biphenyl]-3-yl)methyl)-3-(4-(hydroxymethyl)oxazol-2-yl)cyclopentyl)carbamate C(C1=CC=CC=C1)OC1=C(C=CC=C1F)C1=CC(=CC=C1F)C[C@]1(C[C@H](CC1)NC(OC(C)(C)C)=O)C=1OC=C(N1)CO